((((9H-fluoren-9-yl) methoxy) carbonyl) amino)-5-(bis(2-((1-(4,4-dimethyl-2,6-dioxocyclohexylidene)-3-methylbutyl) amino) ethyl) amino)-5-oxopentanoate C1=CC=CC=2C3=CC=CC=C3C(C12)COC(=O)NC(C(=O)[O-])CCC(=O)N(CCNC(CC(C)C)=C1C(CC(CC1=O)(C)C)=O)CCNC(CC(C)C)=C1C(CC(CC1=O)(C)C)=O